C(C)(C)N1N=CC(=C1C)C1=NC(=NC(=C1)N1CC(C1)NC)N 4-(1-Isopropyl-5-methyl-1H-pyrazol-4-yl)-6-(3-(methylamino)azetidin-1-yl)pyrimidin-2-amine